ClC1=C(C=C2C(C(NC2=C1)=O)=C(O)C1=CC(=NO1)C1CC1)C1=CC=C(C=C1)C1(CC1)CO 6-chloro-3-[(3-cyclopropylisoxazol-5-yl)-hydroxy-methylene]-5-[4-[1-(hydroxymethyl)cyclopropyl]phenyl]indolin-2-one